NC1=C2N=CN(C2=NC(=N1)F)[C@H]1C[C@@H]([C@@](O1)(C#C)CO[P@](=O)(OC1=CC=CC=C1)N[C@@H](CC1=CC=CC=C1)C(=O)OCCCCCCCCCCCCCCCCCCCCCC)O Docosyl ((S)-(((2R,3S,5R)-5-(6-amino-2-fluoro-9H-purin-9-yl)-2-ethynyl-3-hydroxytetrahydrofuran-2-yl)methoxy)(phenoxy)phosphoryl)-L-phenylalaninate